C1(CCCC1)N1C2=NC(=NC(=C2N=C1)N)CS(=O)(=O)O.C(C)(=O)OCCC1C(CCCC1)=O (acetoxyethyl)cyclohexanone 9-cyclopentyladeninemonomethanesulfonate